Cl.ClC=1C(=NC=CC1SC=1N=CC(=NC1)N1CCC2(CC1)[C@@H](C1=CC=C(C=C1C2)F)N)NC2=NC=CC(=N2)C2=CN(C1=CC=CC=C21)C (S)-1'-(5-((3-chloro-2-((4-(1-methyl-1H-indol-3-yl)pyrimidin-2-yl)amino)pyridine-4-yl)thio)pyrazin-2-yl)-5-fluoro-1,3-dihydrospiro[indene-2,4'-piperidine]-1-amine hydrochloride